FC1=C(C(=CC(=C1)NCCNCCO)F)N1C(N(C=2N=CC(=CC2C=2C=CC(=CC12)C#N)F)CC)=O 10-[2,6-difluoro-4-({2-[(2-hydroxyethyl)amino]ethyl}amino)phenyl]-8-ethyl-4-fluoro-9-oxo-6,8,10-triazatricyclo[9.4.0.02,7]pentadeca-1(11),2(7),3,5,12,14-hexaene-13-carbonitrile